isobutyl-3-(4-(1-phenyl-2-(trifluoromethyl)-1H-benzimidazol-5-yl)phenyl)urea C(C(C)C)NC(=O)NC1=CC=C(C=C1)C1=CC2=C(N(C(=N2)C(F)(F)F)C2=CC=CC=C2)C=C1